(S)-2-(3-([1,1'-biphenyl]-4-yloxy)pyrrolidin-1-yl)-N-(3-(2-((1,5-dimethyl-1H-pyrazol-3-yl)amino)-5-methylpyrimidin-4-yl)-1H-indol-7-yl)acetamide C1(=CC=C(C=C1)O[C@@H]1CN(CC1)CC(=O)NC=1C=CC=C2C(=CNC12)C1=NC(=NC=C1C)NC1=NN(C(=C1)C)C)C1=CC=CC=C1